C(CCCCCCCCCCC)(=O)OCC(CO)O Dodecanoic acid, 2,3-dihydroxypropyl ester